(1S,3S)-3-amino-1-methylcyclohexane-1-carbonitrile hydrochloride Cl.N[C@@H]1C[C@](CCC1)(C#N)C